N-(4-(4-(aminomethyl)-3-methylphenyl)-5-chloropyridin-2-yl)cyclopropanecarboxamide Hydrochloride Cl.NCC1=C(C=C(C=C1)C1=CC(=NC=C1Cl)NC(=O)C1CC1)C